4-(3-(1H-1,2,4-triazol-3-yl)phenylamino)-2-(((S)-2,3,4,5-tetrahydro-3-hydroxybenzo[b][1,4]oxazepin-7-yl)amino)pyrimidine-5-carboxamide N1N=C(N=C1)C=1C=C(C=CC1)NC1=NC(=NC=C1C(=O)N)NC1=CC2=C(OC[C@H](CN2)O)C=C1